FC(CC=1C2=C(SC1)C(=CC=C2)NC2CCS(CC2)(=O)=O)F 3-(2,2-difluoroethyl)-7-((1,1-dioxidotetrahydro-2H-thiopyran-4-yl)amino)benzo[b]thiophen